P(=O)(O)([O-])[O-].[Na+].[Na+] di-Sodium hydrogen phosphate